(benzyl-(methyl)amino)-N-(2-fluorophenyl)-7-(1H-pyrazol-4-yl)pyrazolo[1,5-a]pyrimidine-2-carboxamide C(C1=CC=CC=C1)N(C)C=1C(=NN2C1N=CC=C2C=2C=NNC2)C(=O)NC2=C(C=CC=C2)F